C1(CC1)COC1=NC(=CC=C1/C=C/C(=O)NC1=CC=CC=2NC(NC21)=O)C(C)(F)F (E)-3-(2-(cyclopropylmethoxy)-6-(1,1-difluoroethyl)pyridin-3-yl)-N-(2-oxo-2,3-dihydro-1H-benzo[d]imidazol-4-yl)acrylamide